3-methoxy-4-(3-(4-(trifluoromethyl)phenyl)pyrrolidin-1-yl)aniline COC=1C=C(N)C=CC1N1CC(CC1)C1=CC=C(C=C1)C(F)(F)F